ClC(C(=O)N1C(OC(C1)C)(C)C)Cl 3-dichloroacetyl-2,2,5-trimethyl-oxazolidine